1H-indazole-6-carbaldehyde N1N=CC2=CC=C(C=C12)C=O